8-methoxy-2,6,8-trimethyl-6,8-dihydro-7H-pyrrolo[2,3-g]quinazolin-7-one COC1(C(N(C=2C=C3C=NC(=NC3=CC21)C)C)=O)C